diallyldi(β-hydroxyethyl)ammonium chloride [Cl-].C(C=C)[N+](CCO)(CCO)CC=C